tetradecyl 3-((4-((4-decylphenyl)amino)-4-iminobutyl)thio)propanoate hexadecyl-3-((4-((4-decylphenyl)amino)-4-iminobutyl)thio)propanoate C(CCCCCCCCCCCCCCC)OC(CCSCCCC(=N)NC1=CC=C(C=C1)CCCCCCCCCC)=O.C(CCCCCCCCC)C1=CC=C(C=C1)NC(CCCSCCC(=O)OCCCCCCCCCCCCCC)=N